C1(=CC=CC=C1)C1C(CC(N1)C(=O)O)C(=O)O 5-phenyl-2,4-pyrrolidinedicarboxylic acid